BrCCCOC1=CC=C(C#N)C=C1 4-(3-bromopropoxy)benzonitrile